COC(=O)C1=CC2=C(C=N1)COC2(C(F)(F)F)C 1-methyl-1-(trifluoromethyl)-1,3-dihydrofuro[3,4-c]pyridine-6-carboxylic acid methyl ester